FC1=CC=2N(C=C1)N=C(N2)N[C@@H]2C[C@H](CC2)NC2=CC=C(C=N2)N2C(C1=NC(=CC=C1C2)C(F)(F)F)=O 6-(6-(((1S,3S)-3-((7-fluoro-[1,2,4]triazolo[1,5-a]pyridin-2-yl)amino)cyclopentyl)amino)pyridin-3-yl)-2-(trifluoromethyl)-5,6-dihydro-7H-pyrrolo[3,4-b]pyridin-7-one